CN1N=NC2=C1C=C(C=C2)C=2C=CN1N=C(N=CC12)N[C@@H]1C[C@@H](C1)N cis-N1-(5-(1-methyl-1H-benzo[d][1,2,3]triazol-6-yl)pyrrolo[2,1-f][1,2,4]triazin-2-yl)cyclobutane-1,3-diamine